C(C=C)(=O)N1CCC(CC1)NC=1C=C2C(=NC=NC2=CC1OC)NC1=C(C=C(OC2=CC(=NC=C2)N2C[C@@H](CC2)C#N)C=C1)F (R)-1-(4-(4-((6-((1-acryloylpiperidin-4-yl)amino)-7-methoxyquinazolin-4-yl)amino)-3-fluorophenoxy)pyridin-2-yl)pyrrolidine-3-carbonitrile